O\N=C(/N)\C1=CC2=C(C=N1)CCN2C(C)C (Z)-N'-hydroxy-1-isopropyl-2,3-dihydro-1H-pyrrolo[3,2-c]pyridine-6-carboximidamide